N1(C=NC2=C1C=CC=C2)C2=C1C=CC=NC1=CC=C2OC 5-(1H-benzimidazol-1-yl)-6-methoxyquinoline